C(C)(C)(C)OC(=O)N1[C@@H](C[C@@](C1)(C(=O)O)OC1=C(C(=CC(=C1)F)F)[N+](=O)[O-])C(=O)O (2S,4R)-1-(t-butoxycarbonyl)-4-(3,5-difluoro-2-nitrophenoxy)pyrrolidine-2,4-dicarboxylic acid